The molecule is a primary aliphatic amine that consists of cyclopropane bearing a single amino substituent. It has a role as a mouse metabolite. C1CC1N